COC=1C=C(C=C(C1)C)N(C(=O)C=1C=CC=2N(C1)C(=CN2)C=2C=CC(=NC2)NC(OC)=O)C methyl N-[5-[6-[(3-methoxy-5-methyl-phenyl)-methyl-carbamoyl] imidazo[1,2-a]pyridin-3-yl]-2-pyridyl]carbamate